tert-Butyl 3-((azetidin-3-ylmethyl)amino)-3-(3-(trifluoromethyl)phenethyl)piperidine-1-carboxylate N1CC(C1)CNC1(CN(CCC1)C(=O)OC(C)(C)C)CCC1=CC(=CC=C1)C(F)(F)F